O1C(CCCC1)O[C@@H](C)C=1N(C=CN1)CC1=NOC(=C1)C1=CC=C(C=C1)C#CC1=CC=C(CN2C(=NN=C2)C#N)C=C1 4-(4-((4-(3-((2-((1S)-1-((tetrahydro-2H-pyran-2-yl)oxy)ethyl)-1H-imidazol-1-yl)methyl)isoxazol-5-yl)phenyl)ethynyl)benzyl)-4H-1,2,4-triazole-3-carbonitrile